BrC=1C=C(C(=NC1)OCCCN(C)C)C1(CC1)C(=O)N (5-bromo-2-(3-(dimethylamino)propoxy)pyridin-3-yl)cyclopropanecarboxamide